N-(tert-butyldimethylsilyl)-N-(3-{[3-cyclopropyl-1-(2-fluoro-4-iodophenyl)-6,8-dimethyl-2,4,7-trioxopyrido[2,3-d]pyrimidin-5-yl]oxy}phenyl)methanesulfonoimidamide [Si](C)(C)(C(C)(C)C)N(S(=O)(=N)C)C1=CC(=CC=C1)OC1=C(C(N(C=2N(C(N(C(C21)=O)C2CC2)=O)C2=C(C=C(C=C2)I)F)C)=O)C